N-((S)-(4,4-difluorocyclohexyl)(5-(((3S,5S)-2-oxo-5-(trifluoromethyl)pyrrolidin-3-yl)methyl)benzo[d]oxazol-2-yl)methyl)-3-methylisoxazole-4-carboxamide FC1(CCC(CC1)[C@H](NC(=O)C=1C(=NOC1)C)C=1OC2=C(N1)C=C(C=C2)C[C@@H]2C(N[C@@H](C2)C(F)(F)F)=O)F